2-(9-fluorenyl)-4,6-di-tert-butylphenoxytitanium dichloride [Cl-].[Cl-].C1=CC=CC=2C3=CC=CC=C3C(C12)C1=C(O[Ti+2])C(=CC(=C1)C(C)(C)C)C(C)(C)C